{3-[(1,3-benzothiazol-2-yl)amino]-4-methyl-5H,6H,7H,8H-pyrido[2,3-c]Pyridazin-8-yl}-5-{3-[2-fluoro-4-(4-methylpiperazin-1-yl)phenoxy]Propyl}-1,3-thiazole-4-carboxylic acid methyl ester COC(=O)C=1N=C(SC1CCCOC1=C(C=C(C=C1)N1CCN(CC1)C)F)N1CCCC2=C1N=NC(=C2C)NC=2SC1=C(N2)C=CC=C1